2-(2-((3R,4R)-3-Amino-4-fluoropiperidin-1-yl)-6-chloro-1H-benzo[d]imidazol-1-yl)-N,N-dimethylacetamid N[C@@H]1CN(CC[C@H]1F)C1=NC2=C(N1CC(=O)N(C)C)C=C(C=C2)Cl